ClC1=CC(=C2C(=N1)N(C=N2)COCC[Si](C)(C)C)Cl 5,7-dichloro-3-(2-trimethylsilylethoxy)methyl-3H-imidazo[4,5-b]pyridine